OC1=C(N=NC(=C1)O)C(=O)OC methyl 4,6-dihydroxypyridazine-3-carboxylate